C(C=CCCCCCCCCCCCCCCCCCCC)(=O)O (13E)-docosenoic acid